C1(CC1)CC1=C(C(=C(C(=N1)O)S(=O)(=O)C1=CC=C(C=C1)C=1C(=CC=CC1)C(=O)N)O)N(C1=CC=CC=C1)CC 4'-((6-(cyclopropylmethyl)-5-(ethyl-(phenyl)amino)-2,4-dihydroxypyridin-3-yl)sulfonyl)-[1,1'-biphenyl]-2-carboxamide